6-chloro-8-fluoro-7-(2-fluorophenyl)-4-(piperazin-1-yl)quinazoline ClC=1C=C2C(=NC=NC2=C(C1C1=C(C=CC=C1)F)F)N1CCNCC1